O(S(=O)(=O)C(F)(F)F)C1=CCCC=C1 Cyclohexan-1,5-dien-1-yl triflate